NCC1=CC=C(CC2=CC(=CC(=N2)NCC2=CC=C(C=C2)OC)NCCCC)C=C1 6-(4-(aminomethyl)benzyl)-4-(butylamino)-2-((4-methoxybenzyl)amino)pyridin